C1(CC1)C=1N=CN(C1)C=1C(=CC(=C(C(=NOC)NC2=NC(=CC=C2)C2=NN=CN2C(C)C)C1)F)C 5-(4-Cyclopropyl-1H-imidazol-1-yl)-2-fluoro-N-(6-(4-isopropyl-4H-1,2,4-triazol-3-yl)pyridin-2-yl)-N'-methoxy-4-methylbenzamidine